NCC1OCC(CO1)N1CCC(CC1)N1C=C(C2=C1N=CN=C2N)C2=CC=C(C=C2)OC2=CC=CC=C2 7-(1-(2-(Aminomethyl)-1,3-dioxan-5-yl)piperidin-4-yl)-5-(4-phenoxyphenyl)-7H-pyrrolo[2,3-d]pyrimidin-4-amine